NC1=C(OC2=CC=CC=C2C1=O)C1=CC=C(C=C1)OC Amino-4'-methoxyflavone